tert-butyl 4-[3-[3,3-difluoro-4-(3-formyl-4-methoxycarbonyl-phenyl)-1-piperidyl] cyclobutoxy]piperidine-1-carboxylate FC1(CN(CCC1C1=CC(=C(C=C1)C(=O)OC)C=O)C1CC(C1)OC1CCN(CC1)C(=O)OC(C)(C)C)F